3-[4-(4-chloro-2-fluoro-phenyl)-3-methylsulfonyl-phenyl]Azetidine ClC1=CC(=C(C=C1)C1=C(C=C(C=C1)C1CNC1)S(=O)(=O)C)F